ClC=1C=C2C(=C(C=NC2=CC1)NC=1C=NC=NC1)NC1=C(C(=O)OC)C=CC=C1 methyl 2-[[6-chloro-3-(pyrimidin-5-ylamino)-4-quinolyl]amino]benzoate